ClC=1C=C2C(=NC=NC2=CC1C1=CC=CC=C1)N1CCC(CC1)NC(C=C)=O N-(1-(6-chloro-7-phenylquinazolin-4-yl)piperidin-4-yl)acrylamide